FS(=O)(=O)ON(F)F O-fluorosulfonyl-N,N-difluorohydroxylamine